tert-butyl 4-(2-((1H-benzo[d][1,2,3]triazol-6-yl)thio)ethyl)piperazine-1-carboxylate N1N=NC2=C1C=C(C=C2)SCCN2CCN(CC2)C(=O)OC(C)(C)C